bromo-4-phenylisoquinolin-1(2H)-one BrN1C(C2=CC=CC=C2C(=C1)C1=CC=CC=C1)=O